Cl.C1(=CC=CC=C1)[C@H](CN1CCCC1)N (R)-1-phenyl-2-(pyrrolidin-1-yl)ethan-1-amine hydrochloride